4-Ethyl-2,3-dioxo-1-piperazinecarbonyl chloride tert-Butyl-3-[[[2-ethyl-4-[(3-iodoimidazo[1,2-a]pyrazin-8-yl)amino]benzoyl]amino]methyl]pyrrolidine-1-carboxylate C(C)(C)(C)OC(=O)N1CC(CC1)CNC(C1=C(C=C(C=C1)NC=1C=2N(C=CN1)C(=CN2)I)CC)=O.C(C)N2C(C(N(CC2)C(=O)Cl)=O)=O